2,5-dimethyl-2,5-dibenzoyl-hexane CC(C)(CCC(C)(C(C1=CC=CC=C1)=O)C)C(C1=CC=CC=C1)=O